N-{4-[(1E)-N-(N-hydroxycarbamimidoyl)ethane-hydrazonoyl]phenyl}-7-nitro-1H-indole-2-carboxamide ONC(=N)N/N=C(\C)/C1=CC=C(C=C1)NC(=O)C=1NC2=C(C=CC=C2C1)[N+](=O)[O-]